6-(3-hydroxyazetidin-1-yl)-N-(6-(o-tolyl)-5-(trifluoromethyl)pyridin-2-yl)pyridine-2-sulfonamide OC1CN(C1)C1=CC=CC(=N1)S(=O)(=O)NC1=NC(=C(C=C1)C(F)(F)F)C1=C(C=CC=C1)C